C(C)(=O)[O-].C(C)(=O)[O-].C(C)(=O)[O-].[Gd+3] gadolinium (III) triacetate